CC1C2C3C4C=CC(C3C(C1)C2)C4 8-methyltetracyclo[4.4.0.12,5.17,10]dodeca-3-ene